OC=1C=CC=2C3(C4=CC=C(C=C4OC2C1)O)OC(C=C3)=O 3',6'-dihydroxy-5H-spiro[furan-2,9'-xanthen]-5-one